tetrahydro-curcumin COC1CC(CC=C1O)\C=C\C(=O)CC(=O)\C=C\C1=CC=C(O)C(OC)=C1